racemic-3-Methyl-5-(piperidin-3-yl)-1,2,4-oxadiazole CC1=NOC(=N1)[C@H]1CNCCC1 |r|